(2S,20S)-2-(((benzyloxy)carbonyl)amino)-20-(tert-butoxycarbonyl)-41-(di-tert-butoxyphosphoryl)-8,17,22-trioxo-10,13-dioxa-7,16,21-triazahentetracontanoic acid C(C1=CC=CC=C1)OC(=O)N[C@H](C(=O)O)CCCCNC(COCCOCCNC(CC[C@H](NC(CCCCCCCCCCCCCCCCCCCP(=O)(OC(C)(C)C)OC(C)(C)C)=O)C(=O)OC(C)(C)C)=O)=O